4a-(3-(trifluoromethyl)phenyl)hexahydro-2H-benzo[b][1,4]oxazin-3(4H)-one FC(C=1C=C(C=CC1)C12C(OCC(N1)=O)CCCC2)(F)F